isobutyric acid 3-(2-(dipropylamino) ethyl)-1H-indol-4-yl ester C(CC)N(CCC1=CNC2=CC=CC(=C12)OC(C(C)C)=O)CCC